C(C)N(C1=CC=C(C=C1)C(=C1C=CCC=C1)C1=C(C=C(C=C1)O)S(=O)(=O)O)CC1=CC(=CC=C1)S(=O)(=O)O 4-[[4-[ethyl-[(3-sulfophenyl)methyl]amino]phenyl](4-hydroxy-2-sulfophenyl)methylene]-2,5-cyclohexadien